Isopropyl (5-(4-(methyl sulfonyl)phenyl)thiazolo[5,4-b]pyridin-2-yl) carbonate C(OC(C)C)(OC=1SC2=NC(=CC=C2N1)C1=CC=C(C=C1)S(=O)(=O)C)=O